(9H-fluoren-9-yl)methyl (3S,5S)-1-((S)-2-amino-2-cyclohexylacetyl)-5-((R)-1,2,3,4-tetrahydronaphthalen-1-ylcarbamoyl)pyrrolidin-3-ylcarbamate N[C@H](C(=O)N1C[C@H](C[C@H]1C(N[C@@H]1CCCC2=CC=CC=C12)=O)NC(OCC1C2=CC=CC=C2C=2C=CC=CC12)=O)C1CCCCC1